methyl 3-(N-(2-(2-allylpiperidin-1-yl)-5-(trifluoromethyl)phenyl)-N-(tert-butoxycarbonyl)sulfamoyl)-4-((tert-butoxycarbonyl)oxy)benzoate C(C=C)C1N(CCCC1)C1=C(C=C(C=C1)C(F)(F)F)N(S(=O)(=O)C=1C=C(C(=O)OC)C=CC1OC(=O)OC(C)(C)C)C(=O)OC(C)(C)C